FC1=CC=C(C=C1)N1N=C(C=C1S(=O)C)C(=O)NC1=CC(=C(C=C1)C)NC=1SC=C(N1)C=1C=NC=CC1 1-(4-fluorophenyl)-N-(4-methyl-3-((4-(pyridin-3-yl)thiazol-2-yl)amino)phenyl)-5-(methylsulfinyl)-1H-pyrazole-3-carboxamide